CC(C1=CC=CC=C1)(C)C1=C(C=CC(=C1)C(C1=CC=CC=C1)(C)C)O 2,4-Di-(α,α-dimethyl-benzyl)phenol